C(#N)C1=C(C=C(C=C1)N1[C@H](O[C@@H](C1)COC1=CC=C(C=C1)NC(C)=O)C(F)(F)F)C(F)(F)F N-(4-(((2R,5S)-3-(4-Cyano-3-(trifluoromethyl)phenyl)-2-(trifluoromethyl)oxazolidin-5-yl)methoxy)phenyl)acetamid